propyl pelargonate C(CCCCCCCC)(=O)OCCC